2-((3-(2,6-Dioxopiperidin-3-yl)-1-methyl-1H-indazol-7-yl)oxy)-N-((4-hydroxy-tetrahydro-2H-pyran-4-yl)methyl)acetamide O=C1NC(CCC1C1=NN(C2=C(C=CC=C12)OCC(=O)NCC1(CCOCC1)O)C)=O